5-(2-chloro-3-fluorophenyl)-1-cyclopropylpiperazin-2-one ClC1=C(C=CC=C1F)C1NCC(N(C1)C1CC1)=O